BrC=1C(=NC=CC1)C[C@H]1N(C(C2=CC=CC=C12)=O)CC1CC2(C1)OC(NC2)=O (2s,4S)-2-(((R)-1-((3-bromopyridin-2-yl)methyl)-3-oxoisoindolin-2-yl)methyl)-5-oxa-7-azaspiro[3.4]octan-6-one